6-(4-amino-4-(2-(trifluoromethyl)phenyl)piperidin-1-yl)-3-(2,3-dichlorophenyl)-1H-pyrazolo[3,4-d]pyrimidine-4-carbonitrile NC1(CCN(CC1)C1=NC(=C2C(=N1)NN=C2C2=C(C(=CC=C2)Cl)Cl)C#N)C2=C(C=CC=C2)C(F)(F)F